FC=1C=CC(=NC1)NC1=CC2=C(C=N1)C(NN2C2=NC(=CC=C2)OC)=O 6-((5-fluoropyridin-2-yl)amino)-1-(6-methoxypyridin-2-yl)-1,2-dihydro-3H-pyrazolo[4,3-c]pyridin-3-one